COC=1C=C(C=CC1OCC=1C=NC(=CC1)OC)NC1=C(C=2N=C(C=NC2C=C1)N1CCNCC1)C#N 6-(3-methoxy-4-((6-methoxypyridin-3-yl)methoxy)phenylamino)-3-(piperazin-1-yl)quinoxaline-5-carbonitrile